(4-(4-methoxy-1,8-naphthyridin-2-yl)butoxy)pyrrolidine-1-carboxylic acid (R)-tert-butyl ester C(C)(C)(C)OC(=O)N1C(CCC1)OCCCCC1=NC2=NC=CC=C2C(=C1)OC